C(C)(=O)C1=C(C=C(C=C1)Cl)C=1C(=NN(C(C1)=O)[C@H](C(=O)NC1=CC(=C(C(=O)O)C=C1)Cl)CC1=CC=CC=C1)OC (S)-4-(2-(4-(2-acetyl-5-chlorophenyl)-3-methoxy-6-oxopyridazin-1(6H)-yl)-3-phenylpropionamido)-2-chlorobenzoic acid